COC(C1=C(N=C(C=C1C1CC1)Cl)CCCCCOC(C1=CC=CC=C1)=O)=O (5-(benzoyloxy)pentyl)-6-chloro-4-cyclopropylnicotinic acid methyl ester